(R)-N-[(1R)-1-[3,6-dimethyl-4-oxo-2-(4-pyridyl)quinazolin-8-yl]ethyl]-2-methyl-propane-2-sulfinamide CN1C(=NC2=C(C=C(C=C2C1=O)C)[C@@H](C)N[S@](=O)C(C)(C)C)C1=CC=NC=C1